6-(6-amino-2-fluoro-6'-(4-isopropylpiperazin-1-yl)-[3,3'-bipyridin]-5-yl)-7-fluoro-3,4-dihydroisoquinolin-1(2H)-one NC1=C(C=C(C(=N1)F)C=1C=NC(=CC1)N1CCN(CC1)C(C)C)C=1C=C2CCNC(C2=CC1F)=O